CC(CCCCN)CCCCN 5-methylnonane-1,9-diamine